6-(2,6-dichlorophenyl)-8-methyl-2-((5-(2-morpholinoethoxy)pyridin-2-yl)amino)pyrido[2,3-d]pyrimidin-7(8H)-one ClC1=C(C(=CC=C1)Cl)C1=CC2=C(N=C(N=C2)NC2=NC=C(C=C2)OCCN2CCOCC2)N(C1=O)C